CC1=CC=NN1CC(=O)C=1C=C(C=CC1)NC(=O)C1=NC(=CC=C1)C(F)(F)F N-[3-[2-(5-methylpyrazol-1-yl)acetyl]phenyl]-6-(trifluoromethyl)pyridine-2-carboxamide